6-(8-(benzo[d]thiazol-2-ylcarbamoyl)-3,4-dihydroisoquinolin-2(1H)-yl)-3-(3-benzylphenyl)picolinic acid tert-butyl ester C(C)(C)(C)OC(C1=NC(=CC=C1C1=CC(=CC=C1)CC1=CC=CC=C1)N1CC2=C(C=CC=C2CC1)C(NC=1SC2=C(N1)C=CC=C2)=O)=O